4-[4-(dimethylamino)-1-(4-fluorophenyl)-1-hydroxybutyl]-3-hydroxymethyl-benzonitrile CN(CCCC(O)(C1=CC=C(C=C1)F)C1=C(C=C(C#N)C=C1)CO)C